(2-ethylfuro[3,2-c]pyridin-3-yl)(4-hydroxyphenyl)methanone C(C)C1=C(C=2C=NC=CC2O1)C(=O)C1=CC=C(C=C1)O